6-((3S,4S)-4-amino-3-methyl-2-oxa-8-azaspiro[4.5]decan-8-yl)-3-(1-(3-hydroxyphenyl)cyclopropyl)-1,5-dihydro-4H-pyrazolo[3,4-d]pyrimidin-4-one N[C@@H]1[C@@H](OCC12CCN(CC2)C=2NC(C1=C(N2)NN=C1C1(CC1)C1=CC(=CC=C1)O)=O)C